3-(methacrylooxy)propyltrimethoxysilane Ethyl-dichlorophosphat C(C)OP(=O)(Cl)Cl.C(C(=C)C)(=O)OCCC[Si](OC)(OC)OC